6-chloro-2-(2-pyrimidin-2-ylpyrimidin-5-yl)-3,4-dihydro-1H-isoquinoline ClC=1C=C2CCN(CC2=CC1)C=1C=NC(=NC1)C1=NC=CC=N1